N-(1-methylpiperidin-4-yl)acrylamide CN1CCC(CC1)NC(C=C)=O